glycidyl neononanoate C(CCCCC(C)(C)C)(=O)OCC1CO1